COC1=C(CNC=2C=3N(C4=CC(=CC=C4N2)C(=O)O)C=NC3)C=CC(=C1)OC 4-((2,4-dimethoxybenzyl)amino)imidazo[1,5-a]quinoxaline-8-carboxylic acid